(1-(4-bromophenyl)piperidin-2-yl)methanol BrC1=CC=C(C=C1)N1C(CCCC1)CO